N1CCC2=C(C=CC=C12)N1CCN(CC1)C(=O)OC(C)(C)C tert-butyl 4-(indolin-4-yl)piperazine-1-carboxylate